COC1=C(CN(S(=O)(=O)C2=CC(=C(C=C2F)NC[C@@H]([C@@H](C)NC(OC(C)(C)C)=O)CC2(CCC2)CCN(C)C)F)C2=NC=NS2)C=CC(=C1)OC tert-butyl ((2R,3S)-4-((4-(N-(2,4-dimethoxybenzyl)-N-(1,2,4-thiadiazol-5-yl)sulfamoyl)-2,5-difluorophenyl)amino)-3-((1-(2-(dimethylamino)ethyl)cyclobutyl)methyl)butan-2-yl)carbamate